4-(4-Amino-5-(4-phenoxyphenyl)-7H-pyrrolo[2,3-d]pyrimidin-7-yl)-1-((4-methylpiperazin-1-yl)methyl)cyclohexanol NC=1C2=C(N=CN1)N(C=C2C2=CC=C(C=C2)OC2=CC=CC=C2)C2CCC(CC2)(O)CN2CCN(CC2)C